ClC1=C(C=CC=C1)C1=NC=2N(C(N(C(C2N1C1=CC=C(C=C1)Cl)=O)C)=O)CC1=CC=C(C(=O)NCCO)C=C1 4-[[8-(2-chlorophenyl)-7-(4-chlorophenyl)-1-methyl-2,6-dioxo-2,3,6,7-tetrahydro-1H-purin-3-yl]methyl]-N-(2-hydroxyethyl)benzamide